ClC=1C(=NC(=NC1)N1C(CN(CC1)C(=O)OC(C)(C)C)(C)C)SC tert-butyl 4-(5-chloro-4-(methylthio) pyrimidin-2-yl)-3,3-dimethylpiperazine-1-carboxylate